6-(4-[3-[(2S)-2-[[6-Oxo-5-(trifluoromethyl)-1,6-dihydropyridazin-4-yl]amino]-2-(pyridin-4-yl)ethoxy]propanoyl]piperazin-1-yl)pyridine-3-carbonitrile O=C1C(=C(C=NN1)N[C@H](COCCC(=O)N1CCN(CC1)C1=CC=C(C=N1)C#N)C1=CC=NC=C1)C(F)(F)F